Tert-Butyl 6-[[4-(trifluoromethylsulfanyl)pyrazol-1-yl]methylene]-2-azaspiro[3.3]heptane-2-carboxylate FC(F)(F)SC=1C=NN(C1)C=C1CC2(CN(C2)C(=O)OC(C)(C)C)C1